FC1=C(C=CC=C1)C1=NC(=NC=2[C@]3(C(CCC12)=C(C(C(=C3)C#N)=O)C)C)C3=CC=NC1=C(C=CC=C31)F (R)-4-(2-fluorophenyl)-2-(8-fluoroquinolin-4-yl)-7,10a-dimethyl-8-oxo-5,6,8,10a-tetrahydrobenzo[h]quinazoline-9-carbonitrile